(2S)-2-[(benzyloxy)methyl]oxetane C(C1=CC=CC=C1)OC[C@H]1OCC1